C(C(C)C)OC=NC(C=C)=O N-(isobutoxymethylene)-acrylamide